N(=[N+]=[N-])CC(=O)N=[N+]=[N-] azidoacetic acid, azide